CCCCCCCCCCCCCCCCCCCCCCCC(C(=O)[O-])O The molecule is a 2-hydroxy fatty acid anion that is the conjugate base of 2-hydroxypentacosanoic acid, obtained by deprotonation of the carboxy group; major species at pH 7.3. It is a 2-hydroxy fatty acid anion and a very long-chain fatty acid anion. It derives from a pentacosanoate. It is a conjugate base of a 2-hydroxypentacosanoic acid.